FC(C(=O)OC1OCC2=C(C=C(C=C12)C(C)(F)F)[N+](=O)[O-])(F)F 6-(1,1-difluoroethyl)-4-nitro-1,3-dihydroisobenzofuran-1-yl 2,2,2-trifluoroacetate